(E)-2-(4-(diethylamino)benzylidene)-5-hydroxy-2,3-dihydro-1H-inden-1-one C(C)N(C1=CC=C(\C=C/2\C(C3=CC=C(C=C3C2)O)=O)C=C1)CC